1-[2-(4-Ethylphenoxy)-5-nitrophenyl]-1H-pyrazole C(C)C1=CC=C(OC2=C(C=C(C=C2)[N+](=O)[O-])N2N=CC=C2)C=C1